4-(4-(1H-1,2,4-triazol-1-yl)butyl)phenol N1(N=CN=C1)CCCCC1=CC=C(C=C1)O